C(C)(C)OC=1C=C(CN2CCCCC2)C=CC1 1-(3-isopropoxybenzyl)piperidin